(6-chloro-2-(6-chlorobenzo[d]thiazol-2-yl)-2,3,4,9-tetrahydro-1H-pyrido[3,4-b]indol-4-yl)methanamine ClC=1C=C2C3=C(NC2=CC1)CN(CC3CN)C=3SC1=C(N3)C=CC(=C1)Cl